NC1=CC=C(C(=C1C(=O)N(C)C)F)C=1C(=C2C(=NC1)NCC21CNC(CC1)=O)Cl 6-Amino-3-(4'-chloro-6-oxo-1',2'-dihydrospiro[piperidine-3,3'-pyrrolo[2,3-b]pyridin]-5'-yl)-2-fluoro-N,N-dimethylbenzamide